C[C@@H]1C=2C=CC=NC2CCN1C(=O)C1=NC2=C(N1)C(=CC=C2)S(=O)(=O)C (R)-(5-Methyl-7,8-dihydro-1,6-naphthyridin-6(5H)-yl)(7-(methylsulfonyl)-1H-benzo[d]imidazol-2-yl)methanone